C(C)(C)C1=CC(=NN1)C=O (5-isopropyl-1H-pyrazol-3-yl)methanone